(1R,2R)-N-(3-(4-cyclopropoxy-2-methoxypyridin-3-yl)-1H-pyrrolo[2,3-b]pyridin-6-yl)-2-((dimethylamino)methyl)cyclopropane-1-carboxamide C1(CC1)OC1=C(C(=NC=C1)OC)C1=CNC2=NC(=CC=C21)NC(=O)[C@H]2[C@@H](C2)CN(C)C